5-(2-(benzylamino)-6H-1,3,4-thiadiazin-5-yl)-1-methyl-1H-benzo[d]imidazol-2(3H)-one C(C1=CC=CC=C1)NC=1SCC(=NN1)C1=CC2=C(N(C(N2)=O)C)C=C1